(S)-4-(cyclopropylethynyl)-4-(1,1-difluoroethyl)-6-fluoro-7-((4-(2-hydroxyethyl)-1H-pyrazol-1-yl)methyl)-3,4-dihydroquinazolin-2(1H)-one C1(CC1)C#C[C@@]1(NC(NC2=CC(=C(C=C12)F)CN1N=CC(=C1)CCO)=O)C(C)(F)F